1-Butyl-4-propylpiperidinium triflat [O-]S(=O)(=O)C(F)(F)F.C(CCC)[NH+]1CCC(CC1)CCC